Cl.ClC1=CC=C(C=C1)C(CC(C)C)N1[C@@H](CN[C@H](C1)C)CC (2R,5S)-1-(1-(4-Chlorophenyl)-3-methylbutyl)-2-ethyl-5-methylpiperazine hydrochloride